(2S)-2-(2-cyclohexyl-2-phenylacetamido)-3-methylamino-3-oxopropyl-benzamide C1(CCCCC1)C(C(=O)N[C@@H](CC1=C(C(=O)N)C=CC=C1)C(=O)NC)C1=CC=CC=C1